FC1=C2C=CC=[N+](C2=CC(=C1)F)[O-] 5,7-difluoroquinoline 1-oxide